4-((1-(4-(2-(2-aminopyridin-3-yl)-5-phenyl-3H-imidazo[4,5-b]pyridin-3-yl)benzyl)piperidin-4-yl)oxy)-2-hydroxybenzaldehyde NC1=NC=CC=C1C1=NC=2C(=NC(=CC2)C2=CC=CC=C2)N1C1=CC=C(CN2CCC(CC2)OC2=CC(=C(C=O)C=C2)O)C=C1